Morpholino(7-morpholino-5-(3-(m-tolyl)-1H-pyrazol-1-yl)pyrazolo[1,5-a]pyrimidin-2-yl)methanone O1CCN(CC1)C(=O)C1=NN2C(N=C(C=C2N2CCOCC2)N2N=C(C=C2)C=2C=C(C=CC2)C)=C1